7-[1-(2,2-difluoroethyl)-3-methyl-1H-pyrazolo[3,4-b]pyrazin-6-yl]-2-[2-(trifluoromethyl)pyridin-4-yl]-2,7-diazaspiro[4.4]nonan-3-one FC(CN1N=C(C=2C1=NC(=CN2)N2CC1(CC(N(C1)C1=CC(=NC=C1)C(F)(F)F)=O)CC2)C)F